tert-butyl ((1s,4s)-4-(8-(4-methoxyphenyl)-3-methyl-2-oxo-6-(phenylsulfonyl)-3,6-dihydroimidazo[4,5-d]pyrrolo[2,3-b]pyridin-1(2H)-yl)-1-methylcyclohexyl)carbamate COC1=CC=C(C=C1)C1=CN(C2=NC=C3C(=C21)N(C(N3C)=O)C3CCC(CC3)(C)NC(OC(C)(C)C)=O)S(=O)(=O)C3=CC=CC=C3